NC1=C(C(N(CC1)C1=CC=C(C=C1)N)=O)N1CCOCC1 amino(5,6-dihydro-3-(4-morpholinyl)-1-(4-aminophenyl)-2(1H)-pyridone)